(7z,19z)-7,19-hexacosadiene CCCCCC\C=C/CCCCCCCCCC\C=C/CCCCCC